NC1=C(C=C(C=N1)C=1C=C2N(N1)CC[C@]21CN(CC1)C(CC)C=1C=C(C#N)C=CC1)C(F)(F)F 3-(1-{(3R)-2'-[6-amino-5-(trifluoromethyl)pyridin-3-yl]-5',6'-dihydro-1H-spiro[pyrrolidine-3,4'-pyrrolo[1,2-b]pyrazol]-1-yl}propyl)benzonitrile